1-((7-chloro-3,4-dihydroisoquinolin-2(1H)-yl)sulfonyl)-3-methyl-1H-imidazol-3-ium ClC1=CC=C2CCN(CC2=C1)S(=O)(=O)N1C=[N+](C=C1)C